4-[3-[2,6-Dichloro-4-[1-[(2-methylpropan-2-yl)oxycarbonyl]azetidin-3-yl]oxybenzoyl]-2,4-dihydro-1,3-benzoxazin-8-yl]-5-fluoro-2-(3-oxa-8-azabicyclo[3.2.1]octan-8-yl)benzoic acid ClC1=C(C(=O)N2COC3=C(C2)C=CC=C3C3=CC(=C(C(=O)O)C=C3F)N3C2COCC3CC2)C(=CC(=C1)OC1CN(C1)C(=O)OC(C)(C)C)Cl